(R or S)-N-(bis(4-chlorophenyl)methyl)-4-methyl-5-oxopyrrolidine-3-carboxamide ClC1=CC=C(C=C1)C(NC(=O)[C@H]1CNC(C1C)=O)C1=CC=C(C=C1)Cl |o1:11|